FC=1C=2N(C=CC1)N=C(C2)[C@H]2N(CCC1=C2N=CN1)C(=O)C=1C=NN2C1C=CC(=C2)COC (S)-(4-(4-fluoropyrazolo[1,5-a]pyridin-2-yl)-6,7-dihydro-1H-imidazo[4,5-c]pyridin-5(4H)-yl)(6-(methoxymethyl)pyrazolo[1,5-a]pyridin-3-yl)methanone